NCCCC(=O)NC=1C=C(C=CC1O)C[C@@H](C[C@@H](C(=O)O)C)NC(=O)OC(C)(C)C (2S,4R)-5-(3-(4-aminobutanamido)-4-hydroxyphenyl)-4-((tert-butoxycarbonyl)amino)-2-methylpentanoic acid